(S)-2-(2-(methyl(2-oxo-4-(o-tolyl)-2H-chromen-7-yl)amino)acetamido)propanamide CN(CC(=O)N[C@H](C(=O)N)C)C1=CC=C2C(=CC(OC2=C1)=O)C1=C(C=CC=C1)C